CN(C1C[C@@H]2OC3(C[C@@H](N(CC3)C(=O)[C@H](CC(C)C)N3C([C@@H](NCC3)CC(C)C)=O)C)O[C@@H]2C1)C (S)-1-[(S)-1-({(1R,5S,2'S)-7-(Dimethylamino)-2'-methylspiro[2,4-di-oxabicyclo[3.3.0]octane-3,4'-piperidin]-1'-yl}carbonyl)-3-methylbutyl]-3-isobutyl-2-piperazinone